P(OC=1N=NNC1)([O-])=O Triazolyl phosphonate